(R)-3-(3-(4-((2,7-diazaspiro[4.4]nonan-2-yl)methyl)phenyl)-5-phenyl-3H-imidazo[4,5-b]pyridin-2-yl)pyridin-2-amine C1N(CC[C@]12CNCC2)CC2=CC=C(C=C2)N2C(=NC=1C2=NC(=CC1)C1=CC=CC=C1)C=1C(=NC=CC1)N